Histidinyl-Glutamate N[C@@H](CC1=CNC=N1)C(=O)N[C@@H](CCC(=O)[O-])C(=O)[O-]